C(C1=CC=CC=C1)(=O)OCC(CCCC(C)OC(C1=CC=CC=C1)=O)C 2-methyl-1,6-heptanediol dibenzoate